C(C)(C)(C)OC(=O)N1[C@@H](CC(C1)C1=CC(=C(C=C1)OC(F)F)OCC1CC1)CC(=O)O ((2S)-1-(tert-butoxycarbonyl)-4-(3-(cyclopropylmethoxy)-4-(difluoromethoxy)phenyl)pyrrolidin-2-yl)acetic acid